2-methoxy-4-((2-methylbutoxy)methyl)phenol COC1=C(C=CC(=C1)COCC(CC)C)O